6-[6-(difluoromethyl)pyridin-3-yl]-2-[6-(1,3,4-thiadiazol-2-yl)pyrazin-2-yl]-2,6-diazaspiro[3.5]nonane FC(C1=CC=C(C=N1)N1CC2(CN(C2)C2=NC(=CN=C2)C=2SC=NN2)CCC1)F